C(C1=CC=CC=C1)OC1=C(N(C=CC1=O)C(C(=O)O)CC)C ((benzyloxy)-2-methyl-4-oxopyridin-1(4H)-yl)butyric acid